C(C)N1N=NC(=C1)CCC(CC(=O)O)C1=CC(=C(C=C1)C)CN1C[C@H](OC2=C(C1)C=NC=C2)CC 5-(1-Ethyl-1H-1,2,3-triazol-4-yl)-3-(3-(((R)-2-ethyl-2,3-dihydropyrido[3,4-f][1,4]oxazepin-4(5H)-yl)methyl)-4-methylphenyl)pentanoic acid